C(C=C)C1NCCC2=C1NC1=CC=C(C=C21)Cl 1-allyl-6-chloro-2,3,4,9-tetrahydro-1H-pyrido[3,4-b]indole